1,3-dichloro-1,1,3,3-tetramethyldisilazane Cl[Si](N[Si](C)(C)Cl)(C)C